trimethylsilyl-ethylhydroxylamine C[Si](C)(C)N(O)CC